BrC=1NC2=CC=C(C=C2C1C(C)C)C1CCN(CC1)C(=O)O 4-(2-bromo-3-isopropyl-1H-indol-5-yl)piperidine-1-carboxylic acid